O1C=NC2=C1C=CC(=C2)C=2C=C(C(=O)NC1=CC(=C(C=C1)CN1CCN(CC1)C)C(F)(F)F)C=CC2C 3-(benzo[d]oxazol-5-yl)-4-methyl-N-(4-((4-methylpiperazin-1-yl)methyl)-3-(trifluoromethyl)phenyl)benzamide